1-[4-Ethylsulfonyl-3-[3-methyl-6-(trifluoromethyl)imidazo[4,5-b]pyridin-2-yl]-7-isoquinolyl]cyclopropanecarbonitrile C(C)S(=O)(=O)C1=C(N=CC2=CC(=CC=C12)C1(CC1)C#N)C1=NC=2C(=NC=C(C2)C(F)(F)F)N1C